5-bromo-3-phenyl-2-styryl-1H-indole BrC=1C=C2C(=C(NC2=CC1)C=CC1=CC=CC=C1)C1=CC=CC=C1